N-5-benzothiazolyl-1-[[3-(trifluoromethoxy)phenyl]sulfonyl]-4-piperidinecarboxamide S1C=NC2=C1C=CC(=C2)NC(=O)C2CCN(CC2)S(=O)(=O)C2=CC(=CC=C2)OC(F)(F)F